C(CC)[C@@H]1CC[C@H](CC1)C1=CC=C(C=C1)S(=O)(=O)F 4-(trans-4'-propylcyclohexyl)phenylsulfonyl fluoride